ClC=1C=C(C=NC1N1N=CC=N1)NC(=O)C=1C=NN(C1C(F)(F)F)C1=CN=C(C2=CC=CC=C12)SC N-(5-Chloro-6-(2H-1,2,3-triazol-2-yl)pyridin-3-yl)-1-(1-(methylthio)isochinolin-4-yl)-5-(trifluoromethyl)-1H-pyrazol-4-carboxamid